N-[3-(6-bromo-1,3-benzothiazol-2-yl)-1-bicyclo[1.1.1]pentanyl]-5-(1-methylsulfonylcyclopropyl)furan-2-carboxamide BrC1=CC2=C(N=C(S2)C23CC(C2)(C3)NC(=O)C=3OC(=CC3)C3(CC3)S(=O)(=O)C)C=C1